5-(1-methyl-1H-pyrazol-3-yl)quinoline-2-carboxylic acid CN1N=C(C=C1)C1=C2C=CC(=NC2=CC=C1)C(=O)O